tert-butyl 3-{[(benzyloxy)carbonyl] amino}-3-({[3-methoxy-8-(methoxycarbonyl)thieno[3,2-f]quinoxalin-9-yl]amino}methyl)azetidine-1-carboxylate C(C1=CC=CC=C1)OC(=O)NC1(CN(C1)C(=O)OC(C)(C)C)CNC1=C(SC2=C1C=1N=CC(=NC1C=C2)OC)C(=O)OC